C(C)(C)(C)OC(=O)N1[C@H]2C[C@H]2C[C@H]1C(=O)N (1S,3S,5S)-3-(aminocarbonyl)-2-azabicyclo[3.1.0]hexane-2-carboxylic acid tert-butyl ester